C(C=C)(=O)OC(C)(CC)OCCCC=C 2-(2-allylethoxy)-2-butyl acrylate